p-(1-propen-3-ol-1-yl)styrene C(=CCO)C1=CC=C(C=C)C=C1